2-(2-hydroxybenzoyl)-6-nitro-4(3H)-quinazolinone OC1=C(C(=O)C2=NC3=CC=C(C=C3C(N2)=O)[N+](=O)[O-])C=CC=C1